C(CCCCCCCCCCC)C1=CC=C(C(C=NO)=C1)O 5-dodecylsalicylaldoxime